CC=CC(=O)Cl Methylacryl Chloride